N-phenylpiperidin-4-amine C1CNCCC1NC2=CC=CC=C2